FCC(=O)N(C[C@H]1C(NCC1)=O)CC([C@H](CC(C)C)NC(OC(C)(C)C)=O)=O Tert-butyl ((S)-1-(2-fluoro-N-(((S)-2-oxopyrrolidin-3-yl)methyl)acetamido)-5-methyl-2-oxohexan-3-yl)carbamate